OC1=CC=C(C=C1)C1=C(C=2CC3=CC=CC=C3C2C=C1)C1=CC=C(C=C1)O bis(4-hydroxyphenyl)fluorene